N-(2,2-difluoro-3-((4-fluoro-7-propoxybenzo[d]thiazol-2-yl)amino)-3-oxopropyl)-3-(5-methyl-1,2,4-oxadiazol-3-yl)benzamide FC(CNC(C1=CC(=CC=C1)C1=NOC(=N1)C)=O)(C(=O)NC=1SC2=C(N1)C(=CC=C2OCCC)F)F